o-methoxystyrene tert-butyl-9-chloro-8-fluoro-5,6-dimethyl-12-oxa-2,4,10,16-tetrazapentacyclo[13.2.2.13,7.02,14.011,20]icosa-3,5,7,9,11(20)-pentaene-16-carboxylate C(C)(C)(C)OC(=O)N1C2C3COC=4N=C(C(=C5C(=C(N=C(N3C(C1)CC2)C54)C)C)F)Cl.COC5=C(C=C)C=CC=C5